COC1=C(C=C(C=C1)C1CN(CCC1)C=1C2=C(N=CN1)N(C=C2)S(=O)(=O)C2=CC=C(C)C=C2)N 2-methoxy-5-{1-[7-(toluene-4-sulfonyl)-7H-pyrrolo[2,3-d]Pyrimidin-4-yl]-piperidin-3-yl}-phenylamine